sodium calcium borate B([O-])([O-])[O-].[Ca+2].[Na+]